O=C1NC(C(N1)CC(C(=O)OC(C)(C)C)C)=O tert-butyl 3-(2,5-dioxoimidazolidin-4-yl)-2-methyl-propanoate